CN(C)C1=NC(=C2N=CN(C2=N1)C1OCCCC1)NCC1=CC=C(C=C1)C(F)(F)F (Dimethylamino)-6-{[4-(trifluoromethyl)benzyl]amino}-9-(tetrahydro-2H-pyran-2-yl)-9H-purine